5-carboxy uridine-5'-triphosphate P(O)(=O)(OP(=O)(O)OP(=O)(O)O)OC[C@@H]1[C@H]([C@H]([C@@H](O1)N1C(=O)NC(=O)C(=C1)C(=O)O)O)O